2-chloro-N-methyl-7H-pyrrolo[2,3-d]pyrimidin-4-amine ClC=1N=C(C2=C(N1)NC=C2)NC